3-((4-((2-Amino-4-phenylthiazol-5-yl)oxy)pyridin-2-yl)amino)-N,N-dimethylbenzamide NC=1SC(=C(N1)C1=CC=CC=C1)OC1=CC(=NC=C1)NC=1C=C(C(=O)N(C)C)C=CC1